[NH4+].S(=O)(=O)(OCC)[O-] ethyl sulfate ammonium salt